Cl.Cl.FC(CN1C(C=CC(=C1)C1CNCCC1(F)F)=O)F 1-(2,2-difluoroethyl)-5-(4,4-difluoropiperidin-3-yl)pyridin-2(1H)-one dihydrochloride